CC1=CSC=2N1C(C(=CN2)CC2=NNC(O2)=O)=O 5-((3-methyl-5-oxo-5H-thiazolo[3,2-a]pyrimidin-6-yl)methyl)-1,3,4-oxadiazol-2(3H)-one